7-cyclopentyl-N-(1-(methylsulfonyl)piperidin-4-yl)pyrrolo[2,1-f][1,2,4]triazin-2-amine C1(CCCC1)C1=CC=C2C=NC(=NN21)NC2CCN(CC2)S(=O)(=O)C